C12CC(CC2C1)OC1=C(C=C(C=C1F)NC(=O)C=1N=C(OC1CC(F)(F)F)N1CC(C1)(C)C)F N-(4-{cis-bicyclo[3.1.0]hexan-3-yloxy}-3,5-difluorophenyl)-2-(3,3-dimethylazetidin-1-yl)-5-(2,2,2-trifluoroethyl)oxazole-4-carboxamide